(2-(7-(2-(1H-1,2,4-triazol-1-yl)ethoxy)-1-(cyclopropylmethyl)-1H-indol-2-yl)-3-(2-hydroxyethyl)-4-methoxybenzofuran-6-yl)((3R,5R)-3-amino-5-fluoropiperidin-1-yl)methanone N1(N=CN=C1)CCOC=1C=CC=C2C=C(N(C12)CC1CC1)C=1OC2=C(C1CCO)C(=CC(=C2)C(=O)N2C[C@@H](C[C@H](C2)F)N)OC